butyl-naphthalenesulfonic acid sodium salt [Na+].C(CCC)C1=C(C2=CC=CC=C2C=C1)S(=O)(=O)[O-]